C(C=C)(=O)N1C[C@H]([C@@H](C1)OCC1=CC=C(C=C1)C(F)(F)F)N1N=NC(=C1)C1=CC(NC=C1)=O 4-(1-(trans-1-acryloyl-4-(4-(trifluoromethyl)benzyloxy)pyrrolidin-3-yl)-1H-1,2,3-triazol-4-yl)pyridin-2(1H)-one